(4-Methylphenyl)[4-(2-methylpropyl)phenyl]iodonium hexafluorophosphate F[P-](F)(F)(F)(F)F.CC1=CC=C(C=C1)[I+]C1=CC=C(C=C1)CC(C)C